C(C1=CC=CC=C1)N(C1=C2NC(N(C2=NC=N1)[C@H]1[C@@H](CN(CC1)C(=O)OC(C)(C)C)F)=O)CC1=CC=CC=C1 tert-butyl (3R,4R)-4-[6-(dibenzylamino)-8-oxo-7H-purin-9-yl]-3-fluoropiperidine-1-carboxylate